ClC1=C2CC(CC2=CC=C1Cl)NC=1C=CC(=NC1)[C@@H](C(F)(F)F)N(C(CNS(=O)(=O)C)=O)C N-((1S)-1-(5-((4,5-dichloro-2,3-dihydro-1H-inden-2-yl)amino)pyridin-2-yl)-2,2,2-trifluoroethyl)-N-methyl-2-(methylsulfonamido)acetamide